CC1=C(C=C(C=C1)[N+](=O)[O-])C1=CC(=NO1)C(F)(F)F 5-(2-methyl-5-nitro-phenyl)-3-(trifluoromethyl)isoxazole